di(octadecanoic acid) lead [Pb].C(CCCCCCCCCCCCCCCCC)(=O)O.C(CCCCCCCCCCCCCCCCC)(=O)O